FC(S(=O)(=O)OC1=CC=C2C(=C(CSC2=C1)C1=C(C=C(C=C1)C)F)C1=CC=C(C=C1)O[C@@H]1CN(CC1)CCCF)(F)F [3-(2-fluoro-4-methyl-phenyl)-4-[4-[(3S)-1-(3-fluoropropyl) pyrrolidin-3-yl] oxyphenyl]-2H-thiochromen-7-yl] trifluoromethanesulfonate